C(C)OC(C[C@@H]1CN(C[C@H](C1)C1=CC(=CC=C1)C#N)CC1=CC=C(C=C1)C(F)(F)F)=O trans-2-(5-(3-cyanophenyl)-1-(4-(trifluoromethyl)benzyl)piperidin-3-yl)acetic acid ethyl ester